FC1=C(C=CC=C1)C1=NN(C=C1C(F)(F)F)C1CC2(CN(C2)C(=O)OC(C)(C)C)C1 tert-butyl 6-(3-(2-fluoro-phenyl)-4-(trifluoromethyl)-1H-pyrazol-1-yl)-2-azaspiro[3.3]heptane-2-carboxylate